N-[(2R,3aR,6aS)-5,5-difluoro-octahydropentalen-2-yl]-3-[2-(2-aminopyrimidin-5-yl)ethynyl]-4-methylbenzamide FC1(C[C@H]2CC(C[C@H]2C1)NC(C1=CC(=C(C=C1)C)C#CC=1C=NC(=NC1)N)=O)F